COC1=C(C=CC(=C1)OC)NC1=NC=C(C(=N1)N)CC1=C(C=C(C(=C1)OC)OC)C(C)C N2-(2,4-Dimethoxy-phenyl)-5-(2-isopropyl-4,5-dimethoxy-benzyl)-pyrimidine-2,4-diamine